C1(CC1)CC1=NN=CO1 5-(cyclopropylmethyl)-1,3,4-oxadiazol